2-methoxy-5-(pyrrolidin-3-yl)benzamide COC1=C(C(=O)N)C=C(C=C1)C1CNCC1